Tert-Butyl ((S)-(4,4-difluorocyclohexyl)(7-((R*)-1-(4,4,4-trifluorobutanamido)ethyl)imidazo[1,2-b]pyridazin-2-yl)methyl)carbamate FC1(CCC(CC1)[C@@H](C=1N=C2N(N=CC(=C2)[C@@H](C)NC(CCC(F)(F)F)=O)C1)NC(OC(C)(C)C)=O)F |o1:16|